FC(S(=O)(=O)OC1=CC(=NC2=C(N=CC=C12)C1=CC=NN1C1OCCCC1)N1CCOCC1)(F)F (morpholin-4-yl)-8-[1-(tetrahydro-2H-pyran-2-yl)-1H-pyrazol-5-yl]-1,7-naphthyridin-4-yl trifluoromethanesulfonate